3-((3-exo)-3-((6-(methoxymethyl)-4-((5-methyl-1H-pyrazol-3-yl)amino)thieno[2,3-d]pyrimidin-2-yl)amino)-8-azabicyclo[3.2.1]octan-8-yl)propionitrile COCC1=CC2=C(N=C(N=C2NC2=NNC(=C2)C)NC2CC3CCC(C2)N3CCC#N)S1